S-ethyl dipropylcarbamothioate C(CC)N(C(SCC)=O)CCC